CC1=C(C(=C(C(=C1S(=O)(=O)F)C(C)(C)C)S(=O)(=O)F)C)S(=O)(=O)F 2,6-dimethyl-4-tert-butyl-trifluorosulfonylbenzene